ClC1=CC(=C(S1)C1=NC=C(C(=N1)C)O[C@@H]1C[C@H](CCC1)C(=O)OC)C=O methyl (1S,3S)-3-((2-(5-chloro-3-formylthiophen-2-yl)-4-methylpyrimidin-5-yl)oxy)cyclohexane-1-carboxylate